(R)-N-{4-chloro-3-{4-[(tetrahydrofuran-3-yl)oxy]benzyl}phenyl}acetamide ClC1=C(C=C(C=C1)NC(C)=O)CC1=CC=C(C=C1)O[C@H]1COCC1